diacetyl-ruthenium dichloride C(C)(=O)[Ru](C(C)=O)(Cl)Cl